(exo)-N,3-dimethyl-N-{6-[4-(1H-pyrazol-4-yl)-1,3-benzothiazol-7-yl]pyridazin-3-yl}-3-azabicyclo[3.1.0]hexan-6-amine hydrochloride Cl.CN(C1C2CN(CC12)C)C=1N=NC(=CC1)C1=CC=C(C=2N=CSC21)C=2C=NNC2